O[C@H](CN1C(NC2=NC=NC=C12)=O)C 7-((S)-2-hydroxypropyl)-7,9-dihydro-8H-purin-8-one